Trans-3-amino-6'-chloro-2'-methyl-1',2'-dihydro-3'h-spiro[cyclobutane-1,4'-isoquinolin]-3'-one NC1CC2(C(N(CC3=CC=C(C=C23)Cl)C)=O)C1